(R or S)-3-(3,4-dimethylphenyl)-8-((1,1-dioxido-2,3-dihydrothiophen-3-yl)amino)isoquinolin-1(2H)-one CC=1C=C(C=CC1C)C=1NC(C2=C(C=CC=C2C1)N[C@H]1CS(C=C1)(=O)=O)=O |o1:19|